FC(C(C(C(C(C(C(C(F)(F)F)(F)F)(F)F)(F)F)(F)F)(F)F)(F)F)(C1=CC=C(C=C1)C1=CC2=C(S1)C=C(S2)C2=CC=C(C=C2)C(C(C(C(C(C(C(C(F)(F)F)(F)F)(F)F)(F)F)(F)F)(F)F)(F)F)(F)F)F 2,5-bis(4-(perfluorooctyl)phenyl)thieno[3,2-b]thiophene